C(C)(C)(C)OC(=O)N1C[C@H](CC=C1C1=CC2=C(N=C(S2)C2CCN(CC2)C)C=C1)C (S)-3-methyl-6-(2-(1-methylpiperidin-4-yl)benzo[d]thiazol-6-yl)-3,4-dihydropyridine-1(2H)-carboxylic acid tert-butyl ester